6-[1-(2,2-difluoroethyl)-1H-pyrazolo[3,4-b]pyrazin-6-yl]-2-[4-(trifluoromethoxy)benzoyl]-2,6-diazaspiro[3.4]octane FC(CN1N=CC=2C1=NC(=CN2)N2CC1(CN(C1)C(C1=CC=C(C=C1)OC(F)(F)F)=O)CC2)F